6-benzyl-4,5,7-trideuterio-isoxazolo[5,4-c]pyridin-6-ium-3-ol bromide [Br-].C(C1=CC=CC=C1)[N+]=1C(=C2C(=C(C1[2H])[2H])C(=NO2)O)[2H]